(2R)-2-[3-[[3-(dimethoxymethyl)azetidin-1-yl]isoxazol-5-yl]-3-methyl-butanoyl]-4-hydroxy-N-[(1S)-1-[4-(4-methylthiazol-5-yl)phenyl]ethyl]pyrrolidine-2-carboxamide COC(C1CN(C1)C1=NOC(=C1)C(CC(=O)[C@@]1(NCC(C1)O)C(=O)N[C@@H](C)C1=CC=C(C=C1)C1=C(N=CS1)C)(C)C)OC